C(C)OC1=CC=C(C=C1)C(=O)N1CCN(CC1)CCC1=CC=CC=C1 (4-ethoxyphenyl)-[4-(2-phenyl-ethyl)piperazin-1-yl]methanone